6'-{[3-(2,3-dichloro-6-fluorophenyl)pyrrolidin-3-yl]amino}-4'-fluoro-1'-methylspiro[cyclopropane-1,3'-indol]-2'-one ClC1=C(C(=CC=C1Cl)F)C1(CNCC1)NC1=CC(=C2C3(C(N(C2=C1)C)=O)CC3)F